(S)-N-(2-amino-1-(3-chloro-5-fluorophenyl)ethyl)-1-(2-((3,3-difluoro-cyclobutyl)amino)-5-methylpyrimidin-4-yl)-1H-imidazole-4-carboxamide NC[C@H](C1=CC(=CC(=C1)F)Cl)NC(=O)C=1N=CN(C1)C1=NC(=NC=C1C)NC1CC(C1)(F)F